phenyl(2-fluoro-[1,1'-biphenyl]-4-yl)carbamate C1(=CC=CC=C1)OC(NC1=CC(=C(C=C1)C1=CC=CC=C1)F)=O